CC12CC(C1)(C2)CNCC2=CN1C=C(N=C1C=C2)CN2N=NC(=C2)C=2C(=NC=C(C2)OC)C#N 3-[1-({5-[({(3-methylbicyclo[1.1.1]pent-1-yl)methyl}amino)methyl]-1,3a-diaza-2-indenyl}methyl)-1H-1,2,3-triazol-4-yl]-5-methoxy-2-pyridinecarbonitrile